1-[5-[3-cyano-6-[4-(4-piperidyl)phenyl]pyrazolo[1,5-a]pyrazin-4-yl]-2-pyridyl]-4-ethyl-N-isopropyl-piperidine-4-carboxamide C(#N)C=1C=NN2C1C(=NC(=C2)C2=CC=C(C=C2)C2CCNCC2)C=2C=CC(=NC2)N2CCC(CC2)(C(=O)NC(C)C)CC